4,5-Dichloro-1H-pyrazol ClC=1C=NNC1Cl